2-ethylhexylaminobenzoate C(C)C(CNC1=C(C(=O)[O-])C=CC=C1)CCCC